ClC1=C(C=NN1C1=CC=CC=C1)N 5-chloro-1-phenyl-1H-pyrazol-4-amine